3-(5-([1,4'-bipiperidin]-4-yl)-3-methyl-2-oxo-2,3-dihydro-1H-benzo[d]Imidazol-1-yl)piperidine-2,6-dione N1(CCC(CC1)C1=CC2=C(N(C(N2C)=O)C2C(NC(CC2)=O)=O)C=C1)C1CCNCC1